CC(C(=O)O)CCCC 2-methyl-hexanoic Acid